NC1=NC=2C=CC(=CC2C2=C1C=NN2C)C(=O)N([C@@H]2COCC1=NC(=CC=C12)C)C (S)-4-amino-N,1-dimethyl-N-(2-methyl-5,8-dihydro-6H-pyrano[3,4-b]pyridin-5-yl)-1H-pyrazolo[4,3-c]quinoline-8-carboxamide